6-(2-Chloro-6-methyl-4-pyridinyl)-5-(4-fluorophenyl)-1,2,4-triazin-3-amine ClC1=NC(=CC(=C1)C1=C(N=C(N=N1)N)C1=CC=C(C=C1)F)C